tert-butyl N-[2-[2-[(4-amino-2-ethyl-benzoyl)amino]ethoxy]ethyl]carbamate NC1=CC(=C(C(=O)NCCOCCNC(OC(C)(C)C)=O)C=C1)CC